Tert-butyl 4-(6-((2-fluoro-4-(methoxycarbonyl)benzyl)oxy)pyridin-2-yl)piperidine-1-carboxylate FC1=C(COC2=CC=CC(=N2)C2CCN(CC2)C(=O)OC(C)(C)C)C=CC(=C1)C(=O)OC